1-(7-chloro-3-(2,6-dichloro-3,5-dimethoxyphenyl)-2,6-naphthyridin-1-yl)piperidin-4-ol ClC1=NC=C2C=C(N=C(C2=C1)N1CCC(CC1)O)C1=C(C(=CC(=C1Cl)OC)OC)Cl